COC(=O)C1(CCC2(C(CC3=CC(=C(C=C23)C)C)C[C@H](CO)C)CC1)NC1=CC(=CC=C1)Cl 4-(3-Chloroanilino)-2'-[(2R)-3-hydroxy-2-methylpropyl]-5',6'-dimethyl-2',3'-dihydrospiro[cyclohexane-1,1'-indene]-4-carboxylic acid methyl ester